C[C@@H]1N(CC[C@H]2[C@@H](CCC[C@H]12)[C@@H](C(F)(F)F)O)C(CC1=C(C(=NC=C1Cl)[C@H](C)O)Cl)=O 1-[(1S,4aR,5R,8aS)-1-methyl-5-[(1S)-2,2,2-trifluoro-1-hydroxy-ethyl]-3,4,4a,5,6,7,8,8a-octahydro-1H-isoquinolin-2-yl]-2-[3,5-dichloro-2-[(1S)-1-hydroxyethyl]-4-pyridyl]ethanone